C(C)C1=C(C=CC=C1)C1=NN=C(S1)NC(OC(C)(C)C)=O tert-butyl (5-(2-ethylphenyl)-1,3,4-thiadiazol-2-yl)carbamate